FC=1C=C(OCC(=O)O)C=CC1C(F)(F)F 2-[3-fluoro-4-(trifluoro-methyl)phenoxy]acetic acid